NC=1C(=NC=C(N1)N1CCC2(CC1)CC1=C(N=CS1)[C@H]2N)SC2=C(C(=NC=C2)N2CC(C2)C(C)(C)O)Cl (S)-2-(1-(4-(3-amino-5-(4-amino-4,6-dihydrospiro[cyclopenta[d]thiazole-5,4'-piperidine]-1'-yl)pyrazin-2-ylsulfanyl)-3-chloropyridin-2-yl)azetidin-3-yl)propan-2-ol